BrC1=C(C=C(C=C1)C)C(F)F 1-bromo-2-(difluoromethyl)-4-methylbenzene